CN([Si]1(O[SiH](O[SiH](O[SiH](O1)C)C)C)C)C 2-dimethylamino-2,4,6,8-tetramethylcyclotetrasiloxane